N1(CC=CC=C1)CCCS(=O)(=O)O 3-(1-pyridyl)-1-propanesulfonic acid